Cl.N1CCC(CC1)C1=CC=C(O[C@H]2C(NC(CC2)=O)=O)C=C1 (3R)-3-[4-(4-piperidyl)phenoxy]piperidine-2,6-dione hydrochloride